COC1=CC=C(C=C1)CC1=CC=C(C=C1)C(C)=O 1-(4-((4-Methoxyphenyl)methyl)phenyl)ethan-1-one